2-(8-(1,3,4-oxadiazol-2-yl)-2-(perfluoroethyl)-4-(p-tolyl)imidazo[1,2-a][1,8]naphthyridin-9-yl)acetaldehyde O1C(=NN=C1)C=1N=C2N(C=3N=C(C=C(C3C=C2)C2=CC=C(C=C2)C)C(C(F)(F)F)(F)F)C1CC=O